ClC1=NC=C(C(=N1)N[C@H](C)CCOC=1C(=NNC1[N+](=O)[O-])C)C(F)(F)F |o1:8| (R)- or (S)-2-chloro-N-(4-((3-methyl-5-nitro-1H-pyrazol-4-yl)oxy)butan-2-yl)-5-(trifluoromethyl)pyrimidin-4-amine